3-Chlorobenzyl ((S)-1-(((S)-5-((3-chlorophenethyl)(methyl)amino)-1-(methoxy(methyl)amino)-1,5-dioxopentan-2-yl)amino)-3-cyclohexyl-1-oxopropan-2-yl)carbamate ClC=1C=C(CCN(C(CC[C@@H](C(=O)N(C)OC)NC([C@H](CC2CCCCC2)NC(OCC2=CC(=CC=C2)Cl)=O)=O)=O)C)C=CC1